CC(CC=C)CC(C)C 4,6-Dimethyl-1-Hepten